N-(1H-indol-5-yl)-6-phenyl-2-(4-(trifluoromethyl)phenyl)benzo[b]Thiophene-3-carboxamide N1C=CC2=CC(=CC=C12)NC(=O)C=1C2=C(SC1C1=CC=C(C=C1)C(F)(F)F)C=C(C=C2)C2=CC=CC=C2